BrC=1C=C2C(N(C(C2=CC1)=O)C1C(NC(CC1)=O)=O)=O 5-bromo-2-(2,6-dioxo-3-piperidyl)isoindoline-1,3-dione